C(C1=CC=CC=C1)(=O)C1=CC=C(C(=O)NCC(=O)N2[C@@H](C[C@H](C2)OC(F)F)C(=O)N[C@H](C)C=2SC=C(C2)C(N)=N)C=C1 (2S,4R)-1-((4-benzoylbenzoyl)glycyl)-N-((R)-1-(4-carbamimidoylthiophen-2-yl)ethyl)-4-(difluoromethoxy)pyrrolidine-2-carboxamide